[Si](C)(C)(C(C)(C)C)O[Si](C=C)(C)N(CC1=CC=CC=C1)CC1=CC=CC=C1 (tert-butyldimethylsilyloxy)(dibenzylamino)-methyl-(vinyl)silane